BrC1=CC=C(C=C1)C1(CCCC1)C(=O)Cl 1-(4-bromophenyl)cyclopentane-1-carboxylic acid chloride